2-[2-hydroxy-3-(3,4,5,6-tetrahydrophthalimido-methyl)-5-methylphenyl]benzotriazol OC1=C(C=C(C=C1CN1C(C2=C(C1=O)CCCC2)=O)C)N2N=C1C(=N2)C=CC=C1